4-fluoro-N-{phenyl[4-(propan-2-yl)phenyl]methyl}-1-[4-(pyridin-3-yl)butanoyl]pyrrolidine-2-carboxamide FC1CC(N(C1)C(CCCC=1C=NC=CC1)=O)C(=O)NC(C1=CC=C(C=C1)C(C)C)C1=CC=CC=C1